(difluoro(2-(((3S,6S,10aS)-5-oxo-3-(3-(5-phenylpyridin-3-yl)azetidine-1-carbonyl)decahydropyrrolo[1,2-a]azocin-6-yl)carbamoyl)benzo[b]thiophen-5-yl)methyl)phosphonic acid FC(C1=CC2=C(SC(=C2)C(N[C@H]2CCCC[C@@H]3N(C2=O)[C@@H](CC3)C(=O)N3CC(C3)C=3C=NC=C(C3)C3=CC=CC=C3)=O)C=C1)(F)P(O)(O)=O